N1=C(C=CC2=CC=CC=C12)CNCCCCCC N-[(quinolin-2-yl)methyl]N-hexylamine